(S)-3-((7-bromobenzo[d]thiazol-2-yl)carbamoyl)pyrrolidine-1-carboxylic acid tert-butyl ester C(C)(C)(C)OC(=O)N1C[C@H](CC1)C(NC=1SC2=C(N1)C=CC=C2Br)=O